ethyl (R)-3-((tert-butyldiphenylsilyl)oxy)-4-((2-methoxyethyl)(methyl)amino)butanoate [Si](C1=CC=CC=C1)(C1=CC=CC=C1)(C(C)(C)C)O[C@H](CC(=O)OCC)CN(C)CCOC